CC1=NC2=C(C(N1)=O)CC(CC21CC1)=O 2-methyl-spiro[5,7-dihydro-3H-quinazoline-8,1'-cyclopropane]-4,6-dione